F.[F-].[K+] Potassium hydrogen difluoride